3-fluoro-2-(5-(2-isopropylphenyl)-2-methyl-8-(piperazin-1-yl)pyrido[2,3-d]pyridazin-3-yl)phenol FC=1C(=C(C=CC1)O)C1=CC=2C(=C(N=NC2C2=C(C=CC=C2)C(C)C)N2CCNCC2)N=C1C